OC(CN1C2=NC=NC(=C2N=C1)N)CO 9-(2,3-Dihydroxypropyl)-adenine